C(#N)C1=CC=C(C=2N1N=CC2)N2C[C@@H](O[C@@H](C2)C)C(=O)NC2CCOCC2 (2r,6r)-4-(7-cyanopyrazolo[1,5-a]pyridin-4-yl)-6-methyl-N-tetrahydropyran-4-yl-morpholine-2-carboxamide